BrC1=CC=C(C=C1)NC(=O)NC1CC1 1-(4-bromophenyl)-3-cyclopropylurea